NC=1C(=NC(=NC1)NC1CCOCC1)NC1CCC(CC1)C(=O)OC methyl (1s,4s)-4-((5-amino-2-((tetrahydro-2H-pyran-4-yl)amino)pyrimidin-4-yl)amino)cyclohexane-1-carboxylate